CN1C=NC2=C1C=C(C=C2)NC(C)=O N-(3-methylbenzimidazol-5-yl)acetamide